(E)-4-(3-(2-bromo-6-(methoxymethoxy)phenyl)acryloyl)-3-fluorobenzonitrile BrC1=C(C(=CC=C1)OCOC)/C=C/C(=O)C1=C(C=C(C#N)C=C1)F